BrC=1C=C2C(=C(C=NC2=CC1)C(=O)OCC)NC(C)C ethyl 6-bromo-4-(isopropylamino)quinoline-3-carboxylate